tert-butyl 6-[3-(3-bromo-2-methyl-phenoxy)propyl]-2-azaspiro[3.3]heptane-2-carboxylate BrC=1C(=C(OCCCC2CC3(CN(C3)C(=O)OC(C)(C)C)C2)C=CC1)C